4-(7-(5-methoxy-2-(1-methyl-1H-pyrazol-4-yl)-4-nitrophenyl)-7-azaspiro[3.5]Non-2-yl)piperazine-1-carboxylate COC=1C(=CC(=C(C1)N1CCC2(CC(C2)N2CCN(CC2)C(=O)[O-])CC1)C=1C=NN(C1)C)[N+](=O)[O-]